(S)-4-((4-chlorophenyl)sulfonamido)-N-(3,3-dimethylbutan-2-yl)-1-methyl-3-(tetrahydro-2H-pyran-4-yl)-1H-pyrazole-5-carboxamide ClC1=CC=C(C=C1)S(=O)(=O)NC=1C(=NN(C1C(=O)N[C@@H](C)C(C)(C)C)C)C1CCOCC1